1-((1-(2-(4-fluorophenyl)-2-oxoethyl)piperidin-4-yl)methyl)-1-methyl-3-((6-methylpyridin-2-yl)methyl)urea FC1=CC=C(C=C1)C(CN1CCC(CC1)CN(C(=O)NCC1=NC(=CC=C1)C)C)=O